3-(2-amino-pyrimidin-5-yl)-8-dimethylamino-8-phenyl-1,3-diazaspiro[4.5]decan-2-one NC1=NC=C(C=N1)N1C(NC2(C1)CCC(CC2)(C2=CC=CC=C2)N(C)C)=O